COC(C(C(C(=O)OC)C(C)C)(C(C)C)C#N)=O 2-cyano-2,3-diisopropylbutanedioic acid dimethyl ester